C(C)(C)(C)OC(=O)N[C@H](C(=O)OC)CC1=C(C=C(C=C1)F)O methyl (2S)-2-[(tert-butoxycarbonyl)amino]-3-(4-fluoro-2-hydroxyphenyl)propanoate